1-hydroxy-2-(imidazole-1-yl)-ethylene OC=CN1C=NC=C1